CN1CCC(CC1)(O)C=1SC2=C(N1)C=C(C=C2)[C@@H]2NC[C@H](CC2)C 1-methyl-4-[5-[(2R,5S)-5-methyl-2-piperidyl]-1,3-benzothiazol-2-yl]piperidin-4-ol